1,1,1-trichloropropane ClC(CC)(Cl)Cl